FC[C@H](C)N1N=NC(=C1)[C@H](C1=C2C=CC=NC2=CC=C1)NC=1C=C2C(=C(C=NC2=C(C1)C#N)C#N)NCC(C)(C)C 6-(((S)-(1-((S)-1-fluoropropan-2-yl)-1H-1,2,3-triazol-4-yl)(quinolin-5-yl)methyl)amino)-4-(neopentylamino)quinoline-3,8-dicarbonitrile